2-(allyloxy)-4-bromo-6-fluorobenzonitrile-1-d C(C=C)OC1C(C#N)(C(=CC(=C1)Br)F)[2H]